N,N,N'-trimethyl-N'-(2-hydroxy-3-methyl-5-[123I]iodobenzyl)-1,3-propanediamine CN(CCCN(CC1=C(C(=CC(=C1)[123I])C)O)C)C